sulfonyl-bis(dihydropyridine) S(=O)(=O)(C1NC=CC=C1)C1NC=CC=C1